ClC=1C=C(C(=C(C1)C1=NC=NN2C1=CC(=C2)CO)CC2CN(C[C@@H](O2)C)CC2=CC=C(C=C2)OC)C (4-(5-chloro-2-(((6S)-4-(4-methoxybenzyl)-6-methylmorpholin-2-yl)methyl)-3-methylphenyl)pyrrolo[2,1-f][1,2,4]triazin-6-yl)methanol